C(\C=C\C1=CC(O)=C(O)C=C1)(=O)NCCC1=CC(O)=C(O)C=C1 Caffeoyl-dopamine